(S)-6-((4-((2-hydroxy-1-phenylethyl)amino)-5-(3-methyl-1,2,4-oxadiazol-5-yl)pyridin-2-yl)amino)-1-methyl-1,2-dihydro-3H-pyrazolo[3,4-b]pyridin-3-one OC[C@H](C1=CC=CC=C1)NC1=CC(=NC=C1C1=NC(=NO1)C)NC1=CC=C2C(=N1)N(NC2=O)C